COCC(CC)O 1-methoxybutan-2-ol